(3-methoxy-4-((4-methoxybenzyl)oxy)benzyl)pyridine-2,3-diamine COC=1C=C(CC2=C(C(=NC=C2)N)N)C=CC1OCC1=CC=C(C=C1)OC